4-[3-[2,6-dichloro-4-(2-methyltriazolo[4,5-b]pyridin-7-yl)benzoyl]-2,4-dihydro-1,3-benzoxazine-8-yl]-5-fluoro-2-(3-oxa-8-azabicyclo[3.2.1]octan-8-yl)benzoic acid ClC1=C(C(=O)N2COC3=C(C2)C=CC=C3C3=CC(=C(C(=O)O)C=C3F)N3C2COCC3CC2)C(=CC(=C1)C=1C=2C(N=CC1)=NN(N2)C)Cl